ClC1=CC=C(C=C1)C(C)N1C(C(CC1)N1CCC(CC1)C1=CC=C(C=C1)NS(=O)(=O)C)=O N-(4-(1-(1-(1-(4-chlorophenyl)ethyl)-2-oxopyrrolidin-3-yl)piperidin-4-yl)phenyl)methanesulfonamide